C(C)(=O)N[C@H]1C(C=C(C[C@@H]1NCC=1C=CC2=C(C=CO2)C1)C(=O)O)OC(CC)CC (4R,5S)-4-acetamido-5-((benzofuran-5-ylmethyl)amino)-3-(pentan-3-yloxy)cyclohex-1-ene-1-carboxylic acid